(E)-4-(3-benzylidene-2,5-dioxopyrrolidinyl)-N-hydroxyoctanamide C(/C1=CC=CC=C1)=C/1\C(N(C(C1)=O)C(CCC(=O)NO)CCCC)=O